4-(aminomethyl)-3-fluorobenzamidine dihydrochloride Cl.Cl.NCC1=C(C=C(C(=N)N)C=C1)F